N-[4-(3-Cyanophenyl)-5-[2-(fluoromethyl)-6-methyl-4-pyridyl]thiazol-2-yl]-2-oxa-6-azaspiro[3.3]heptane-6-carboxamide C(#N)C=1C=C(C=CC1)C=1N=C(SC1C1=CC(=NC(=C1)C)CF)NC(=O)N1CC2(COC2)C1